C(C)N1C2=C([C@H]([C@@H](C1=O)NC(C1=CC(=CC=C1)C(F)(F)F)=O)C=1C=C(C=CC1)CNC([O-])=O)C=NN2C2=CC=CC=C2 (3-[(4R,5S)-7-ethyl-6-oxo-1-phenyl-5-[3-(trifluoromethyl)benzamido]-4H,5H-pyrazolo[3,4-b]pyridin-4-yl]phenylmethyl)carbamate